FC=1C=2N(C=C(C1)C1=CNC=3N=C(N=C(C31)OC)NC3CC(C3)(C)NC(C)=O)C=CN2 N-((1r,3r)-3-((5-(8-fluoroimidazo[1,2-a]pyridin-6-yl)-4-methoxy-7H-pyrrolo[2,3-d]pyrimidin-2-yl)amino)-1-methylcyclobutyl)acetamide